NC1=CC2=C(CCN(CC2)C(=O)OC(C)(C)C)C=C1 tert-butyl 7-amino-1,2,4,5-tetrahydro-3-benzazepine-3-carboxylate